N[C@H](C(=O)N[C@@H](C)C1NC(C=N1)C1=C(C=CC=C1)F)CC(N1[C@H](CCC1)C1=CC=CC=C1)=O (2S)-2-amino-N-[(1S)-1-[5-(2-fluorophenyl)-2,5-dihydro-1H-imidazol-2-yl]ethyl]-4-oxo-4-[(2R)-2-phenylpyrrolidin-1-yl]butanamide